FC1=C(C=CC=C1)C#CC1=CC=C(C(=O)NCC2(CCCCC2)NCC(C)(C)C)C=C1 4-((2-fluorophenyl)ethynyl)-N-((1-(neopentylamino)cyclohexyl)methyl)benzamide